2-Bromo-9,9-dimethyl-9H-xanthene BrC1=CC=2C(C3=CC=CC=C3OC2C=C1)(C)C